BrC1=CC=CC=2C=3N(C(=NC12)N[C@H](C(=O)N)CC)N=C(N3)C3=CC=NN3C (2S)-2-{[7-bromo-2-(1-methyl-1H-pyrazol-5-yl)[1,2,4]triazolo[1,5-c]quinazolin-5-yl]amino}butanamide